methyl-2-(1-(tert-butyl)-3-(1,4-dioxaspiro[4.4]nonan-7-yl)-1H-pyrazol-5-yl)-6-(methoxymethyl)-4-methyl-3H-imidazo[4,5-c]pyridine CN1C(=NC2=C1C(=NC(=C2)COC)C)C2=CC(=NN2C(C)(C)C)C2CC1(OCCO1)CC2